FC1=C(N(C=C1)C1=CC=CC=C1)C1=CC=C(C=C1)OC 3-fluoro-2-(4-methoxyphenyl)-1-phenyl-1H-pyrrole